CC1(OC(CN(C1)C(=O)C1=NOC(=N1)C1=C(C(=C(C(=C1)F)F)O)F)(C)C)C (2,2,6,6-Tetramethylmorpholino)(5-(2,4,5-trifluoro-3-hydroxyphenyl)-1,2,4-oxadiazol-3-yl)methanone